C(C)(C)(C)[Si](OCCCC1=CC=C(C=C1)[N+](=O)[O-])(C)C tert-Butyl-dimethyl(3-(4-nitrophenyl)propoxy)silane